phenyl (3-chloro-4-methyl-5-((4-methylmorpholin-3-yl)methyl)phenyl)carbamate ClC=1C=C(C=C(C1C)CC1N(CCOC1)C)NC(OC1=CC=CC=C1)=O